4-(4-((5-cyclopropyl-3-(2,6-dichlorophenyl)isoxazol-4-yl)methoxy)piperidin-1-yl)benzohydrazide C1(CC1)C1=C(C(=NO1)C1=C(C=CC=C1Cl)Cl)COC1CCN(CC1)C1=CC=C(C(=O)NN)C=C1